8-azabicyclo[3.2.1]-octane-8-carboxylic acid tert-butyl ester C(C)(C)(C)OC(=O)N1C2CCCC1CC2